NC[C@H](CO)CC1=CC=CC=C1 |r| (+/-)-2-(aminomethyl)-3-phenylpropan-1-ol